tert-butyl (R)-((5-morpholinopyridin-2-yl)methyl)(1-(pyrimidin-2-yl)ethyl)carbamate O1CCN(CC1)C=1C=CC(=NC1)CN(C(OC(C)(C)C)=O)[C@H](C)C1=NC=CC=N1